O1[C@H](COCC1)CN1C[C@@H]2[C@H](C1)CC(C2)NC=2N=NC(=C(C2)C(F)F)C2=C(C(=CC(=C2)F)F)F (3aR,5s,6aS)-2-(((S)-1,4-dioxan-2-yl)methyl)-N-(5-(difluoromethyl)-6-(2,3,5-trifluorophenyl)pyridazin-3-yl)octahydrocyclopenta[c]pyrrol-5-amine